FC=1C=C(C=CC1F)C1=C(C(=CC(=N1)C(CNC(OC(C)(C)C)=O)(C(F)(F)F)O)C(C)(C)O)F Tert-Butyl {2-[6-(3,4-Difluorophenyl)-5-Fluoro-4-(2-Hydroxypropan-2-yl)Pyridin-2-yl]-3,3,3-Trifluoro-2-Hydroxypropyl}Carbamate